C1(CC1)CC(C(=O)N[C@@H](C)C1=C(C=C(C=C1)F)F)N1C(NC2=CC=CC=C2C1=O)=O 3-Cyclopropyl-N-[(1S)-1-(2,4-difluorophenyl)ethyl]-2-(2,4-dioxo-1H-quinazolin-3-yl)propanamide